4-(N-methyl-N-(3-D-tyrosyl-4-methoxyphenyl)-amino)coumarin CN(C1=CC(=C(C=C1)OC)C([C@H](N)CC1=CC=C(C=C1)O)=O)C1=CC(OC2=CC=CC=C12)=O